O=C1NC(CCC1N1C(C2=CC=C(C=C2C1=O)CN1CCN(CC1)C=1C2=C(N=CN1)SC=C2C2=CC=CC=C2)=O)=O 2-(2,6-dioxopiperidin-3-yl)-5-((4-(5-phenylthieno[2,3-d]pyrimidin-4-yl)piperazin-1-yl)methyl)isoindoline-1,3-dione